(E)-N-methyl-3-(1-methylimidazol-4-yl)benzenesulfonamide CNS(=O)(=O)C1=CC(=CC=C1)C=1N=CN(C1)C